O1CC(CCC1)C1=CC=C(C=C1)C1CN(C1)C(=O)N1C[C@@H]2[C@@H](OCC(N2)=O)CC1 (4aR,8aS)-6-[3-(4-Tetrahydropyran-3-ylphenyl)azetidine-1-carbonyl]-4,4a,5,7,8,8a-hexahydropyrido[4,3-b][1,4]oxazin-3-one